C(#N)C=1C=CC(=NC1)N1CCN(CC1)C1=C(C=C(C=C1)NC(C1=CC=C(C=C1)OC)=O)F N-[4-[4-(5-Cyano-2-pyridyl)piperazin-1-yl]-3-fluorophenyl]-4-methoxybenzamid